(2-fluoro-5-(trifluoromethoxy)phenyl)methylamine FC1=C(C=C(C=C1)OC(F)(F)F)CN